methoxytris(ethoxy)propyltrimethoxysilane COCO[Si](OC)(OC)CCC(OCC)(OCC)OCC